trihexyl-tin C(CCCCC)[Sn](CCCCCC)CCCCCC